4-(benzylthio)-2-cyano-1-((2-(trimethylsilyl)ethoxy)methyl)-benzimidazol C(C1=CC=CC=C1)SC1=CC=CC=2N(C(=NC21)C#N)COCC[Si](C)(C)C